N-methyl-2-thiophenemethylamine CNCC=1SC=CC1